C(C)C(C)CCC(C)CC 2,5-diethylhexane